BrC=1C=CC2=C(CC(O2)=O)C1 5-Bromobenzofuranone